11-(carboxymethyl)-1-(9H-fluoren-9-yl)-3,10-dioxo-2,7-dioxa-4,11-diazatridecan-13-oic acid C(=O)(O)CN(C(CCOCCNC(OCC1C2=CC=CC=C2C=2C=CC=CC12)=O)=O)CC(=O)O